C12(CC3CC(CC(C1)C3)C2)N2C(C3C1C=CC(C3C2=O)C1)=O 2-(adamantan-1-yl)-3a,4,7,7a-tetrahydro-1H-4,7-methanoisoindole-1,3(2H)-dione